C(C(C)C)(=O)OC1=CC=C(C=C1)C1NC(NC(=C1C(=O)OCC)C)=S ethyl 4-(4-(isobutyryloxy)phenyl)-6-methyl-2-thioxo-1,2,3,4-tetrahydropyrimidine-5-carboxylate